butyl ((1S)-1'-(3-iodo-1-(tetrahydro-2H-pyran-2-yl)-1H-pyrazolo[3,4-b]pyrazin-6-yl)-1,3-dihydrospiro[indene-2,4'-piperidin]-1-yl)carbamate IC1=NN(C2=NC(=CN=C21)N2CCC1(CC2)[C@@H](C2=CC=CC=C2C1)NC(OCCCC)=O)C1OCCCC1